3-benzyl-1-(3-chloro-2-methyl-2H-pyrazolo[3,4-b]pyridin-5-yl)-1-(trans-4-((5-cyano-4-(oxetan-3-ylamino)pyrimidin-2-yl)amino)cyclohexyl)urea C(C1=CC=CC=C1)NC(N([C@@H]1CC[C@H](CC1)NC1=NC=C(C(=N1)NC1COC1)C#N)C1=CC=2C(N=C1)=NN(C2Cl)C)=O